CC1=C(C(=CC(=C1)N=O)C)O 2,6-Dimethyl-4-nitrosophenol